COC([C@@H](NCCC#N)C(C)C)=O N-(2-cyanoethyl)-L-valine methyl ester